C(C)(C)(C)OC([C@@H](NC([C@@H](NC(CNC(=O)OC(C)(C)C)=O)CC1=CC=CC=C1)=O)CCCCN)=O (tert-butoxycarbonyl)glycyl-L-phenylalanyl-L-lysine tert-butyl ester